6-(1-(2,2-difluoropropyl)-4-(4-fluoro-phenyl)-1H-imidazol-5-yl)imidazo[1,2-b]pyridazine-3-carboxamide FC(CN1C=NC(=C1C=1C=CC=2N(N1)C(=CN2)C(=O)N)C2=CC=C(C=C2)F)(C)F